2,2',3,3'-tetradeutero-trimethylsilylpropionic acid [2H]C[Si](C)(C(C)C(=O)O)C([2H])([2H])[2H]